(R)-2-(3-fluoropyridin-2-yl)-5-(4-(pyrazolo[1,5-a]pyridin-2-yl)-1,4,6,7-tetrahydro-5H-imidazo[4,5-c]pyridin-5-yl)-1,3,4-oxadiazole FC=1C(=NC=CC1)C=1OC(=NN1)N1[C@H](C2=C(CC1)NC=N2)C2=NN1C(C=CC=C1)=C2